O=C1NC(CCC1N1CC2=CC=C(C=C2C1)C1(CC(NCC1)C)O)=O 2-(2,6-Dioxopiperidin-3-yl)-5-(4-hydroxy-2-methylpiperidin-4-yl)isoindoline